CC1(OB(OC1(C)C)C=1C=NN(C1)C1CN(CC1)CCOCC(=O)OC(C)(C)C)C tert-butyl 2-(2-{3-[4-(4,4,5,5-tetramethyl-1,3,2-dioxaborolan-2-yl)-1H-pyrazol-1-yl]pyrrolidin-1-yl}ethoxy)acetate